4-(furan-2-yl)-6-[5-methoxy-2-(pyridin-4-yl)-1,3-benzodiazol-1-yl]pyrimidin-2-amine O1C(=CC=C1)C1=NC(=NC(=C1)N1C(=NC2=C1C=CC(=C2)OC)C2=CC=NC=C2)N